5-(3-morpholinopropyl)thiophene-2-carbaldehyde oxime O1CCN(CC1)CCCC1=CC=C(S1)C=NO